3-(4-(4-(2-butyl-1-(4-(4-chlorophenoxy)phenyl)-1H-imidazol-4-yl)piperidin-1-yl)butyl)-1H-indole-5-carbonitrile C(CCC)C=1N(C=C(N1)C1CCN(CC1)CCCCC1=CNC2=CC=C(C=C12)C#N)C1=CC=C(C=C1)OC1=CC=C(C=C1)Cl